(1-(6-(4-chlorophenyl)-2-(pyridin-3-yl)pyrimidin-4-yl)-4-phenylpiperidin-4-yl)ethan-1-one ClC1=CC=C(C=C1)C1=CC(=NC(=N1)C=1C=NC=CC1)N1CCC(CC1)(C1=CC=CC=C1)C(C)=O